C(#N)C1=NC2=CC(=CC(=C2C=C1C1=CC=C(C=C1)N1CCN(CC1)C1COC1)C(C)NC=1C(=NC(=CC1)OC)C(=O)OC)C methyl 3-((1-(2-cyano-7-methyl-3-(4-(4-(oxetan-3-yl) piperazin-1-yl) phenyl) quinolin-5-yl) ethyl) amino)-6-methoxypicolinate